(2S,3S,4R,5R)-5-(6-(benzylamino)-2-(3-methylpyridin-4-yl)-9H-purin-9-yl)-3,4-dihydroxyl-N-methyltetrahydrofuran-2-carboxamide C(C1=CC=CC=C1)NC1=C2N=CN(C2=NC(=N1)C1=C(C=NC=C1)C)[C@H]1[C@@H]([C@@H]([C@H](O1)C(=O)NC)O)O